2-(4-Fluorophenyl)-6,6-bis(methyl-d3)-3-(4,4,5,5-tetramethyl-1,3,2-dioxaborolan-2-yl)-6,7-dihydro-4H-pyrazolo[5,1-c][1,4]oxazine FC1=CC=C(C=C1)C1=NN2C(COC(C2)(C([2H])([2H])[2H])C([2H])([2H])[2H])=C1B1OC(C(O1)(C)C)(C)C